O1C(=O)CCC2=CC=CC=C12 3,4-dihydro-coumarin